5-methyl-6-(4-((1-methyl-1H-pyrazol-4-yl)oxy)piperidin-1-yl)-N-(pyridin-4-ylmethyl)pyridazine-3-carboxamide CC=1C=C(N=NC1N1CCC(CC1)OC=1C=NN(C1)C)C(=O)NCC1=CC=NC=C1